C(#N)[C@]1(CC12CC2)C=2C=C1C=C(N=CC1=CC2)NC(=O)C2CC(C2)C(C)(C)O (1S,3S)-N-(6-((R)-1-cyanospiro[2.2]pentan-1-yl)isoquinolin-3-yl)-3-(2-hydroxypropan-2-yl)cyclobutane-1-carboxamide